N[C@H](C(=O)O)CC=1N=C(NC1)CO (S)-2-amino-3-(2-(hydroxymethyl)-1H-imidazol-4-yl)propanoic acid